CS(=O)C=1N=CC2=C(N1)C(=NC(=C2)C#N)N[C@H]2COCCC2 2-(methylsulfinyl)-8-(((R)-tetrahydro-2H-pyran-3-yl)amino)pyrido[3,4-d]pyrimidine-6-carbonitrile